2-[2-[2-(Allyloxycarbonylamino)ethoxy]ethyl-dimethyl-ammonio]ethyl hydrogen phosphate P(=O)(OCC[N+](C)(C)CCOCCNC(=O)OCC=C)(O)[O-]